t-butyl{(1R,2S,5S)-2-amino-5-(dimethylcarbamoyl)cyclohexyl}carbamate C(C)(C)(C)OC(N[C@H]1[C@H](CC[C@@H](C1)C(N(C)C)=O)N)=O